C(C)#N.C(C)#N.[Rh] rhodium bis(acetonitrile)